C1C2N(CCN1C(C(=O)N1CCN(C3=CC=CC=C13)C1=CC=CC=C1)C)CCC2 2-(Hexahydropyrrolo[1,2-a]pyrazin-2(1H)-yl)-1-(4-phenyl-3,4-dihydroquinoxalin-1(2H)-yl)propan-1-on